6Z-nonenedienol C(=CC=C\C=C/CCC)O